11-Phosphonoundecanoic acid P(=O)(O)(O)CCCCCCCCCCC(=O)O